C(C)(C)(C)OC(=O)N1CCC2(CC(C2)N2CCC(CC2)CN2CCC(CC2)C2=CC3=C(N(C(N3C)=O)C3C(NC(CC3)=O)=O)C=C2)CC1 2-(4-((4-(1-(2,6-dioxopiperidin-3-yl)-3-methyl-2-oxo-2,3-dihydro-1H-Benzo[d]imidazol-5-yl)piperidin-1-yl)methyl)piperidin-1-yl)-7-azaspiro[3.5]nonane-7-carboxylic acid tert-butyl ester